ClC1=CC=C(ON2C=NN(C2)CC(C)(O)C2=C(C=CC=C2)C(F)(F)F)C=C1 4-(4-chlorophenoxy)-2-(trifluoromethylphenyl)-1-(1,2,4-triazol-1-yl)propan-2-ol